NC(C(=O)O)CCC1(COC1)N 2-Amino-4-(3-Aminooxetan-3-Yl)Butanoic Acid